FC1=CC=C(C=C1)C(C(=O)NC1=NC=CC(=C1)C1=C(C=2C(NC(CC2N1)(C)C)=O)C1=C(C=CC=C1)F)C 2-(4-Fluorophenyl)-N-{4-[3-(2-fluorophenyl)-6,6-dimethyl-4-oxo-4,5,6,7-tetrahydro-1H-pyrrolo[3,2-c]pyridin-2-yl]pyridin-2-yl}propanamid